2-fluoro-4-(3-((2-methyl-4-((trifluoromethyl)amino)phenyl)amino)-1H-pyrazol-5-yl)phenol FC1=C(C=CC(=C1)C1=CC(=NN1)NC1=C(C=C(C=C1)NC(F)(F)F)C)O